F[C@@H]1[C@@H](C1)C(=O)NC1=NC=C(C(=O)NC([2H])([2H])[2H])C(=C1)NC=1C=NN2C1C(=C(C=C2)C(C(F)(F)F)O)OC 6-((1S,2S)-2-fluorocyclopropane-1-carboxamido)-4-((4-methoxy-5-(2,2,2-trifluoro-1-hydroxyethyl)pyrazolo[1,5-a]pyridin-3-yl)amino)-N-(methyl-d3)nicotinamide